FC1=C(OC2=C3C(=NC=C2)NC=C3C=3C=CC(=C(C#N)C3)OC(C)C)C(=CC(=C1)NC=1OC[C@@](CN1)(C1=CC=CC=C1)CO)F |r| (+/-)-5-[4-(2,6-difluoro-4-{[5-(hydroxymethyl)-5-phenyl-5,6-dihydro-4H-1,3-oxazin-2-yl]amino}phenoxy)-1H-pyrrolo[2,3-b]pyridin-3-yl]-2-[(propan-2-yl)oxy]benzonitrile